FC1(CCN(CC1)C1=C(C=CC(=N1)C1=NN=C(O1)C1=C(C=C(C=C1)NS(=O)(=O)CCO)N1CCC2(CC2)CC1)F)F N-(4-(5-(6-(4,4-Difluoropiperidin-1-yl)-5-fluoropyridin-2-yl)-1,3,4-oxadiazol-2-yl)-3-(6-azaspiro[2.5]octan-6-yl)phenyl)-2-hydroxyethane-1-sulfonamide